1-(6-(4-isopropyl-4H-1,2,4-triazol-3-yl)pyridin-2-yl)-3-(5-(4-methyl-1H-imidazol-1-yl)pyridin-2-yl)Urea C(C)(C)N1C(=NN=C1)C1=CC=CC(=N1)NC(=O)NC1=NC=C(C=C1)N1C=NC(=C1)C